isopropyl (S)-6-diazo-2-((S)-2-ethoxy-3-(1H-indol-3-yl)propanamido)-5-oxohexanoate [N+](=[N-])=CC(CC[C@@H](C(=O)OC(C)C)NC([C@H](CC1=CNC2=CC=CC=C12)OCC)=O)=O